4-[2,6-difluoro-4-(5-methoxyindol-1-yl)phenoxy]butyric acid FC1=C(OCCCC(=O)O)C(=CC(=C1)N1C=CC2=CC(=CC=C12)OC)F